3-bromo-4-(methoxymethyl)pyridineacryloyl-tripropoxysilane BrC=1C(=NC=CC1COC)C=CC(=O)[Si](OCCC)(OCCC)OCCC